maleic acid-N,N-dimethylacrylamide CN(C(C=C)=O)C.C(\C=C/C(=O)O)(=O)O